(2,2,2-trifluoroacetamido)-D-glycero-D-galacto-non-2-enonate FC(C(=O)N[C@@](C(=C(C(=O)[O-])O)O)(O)[C@@H](O)[C@@H](O)[C@H](O)[C@H](O)CO)(F)F